4-{3-methylpyrrolo[1,2-a]pyrazin-6-yl}piperidine-1-carboxylic acid tert-butyl ester C(C)(C)(C)OC(=O)N1CCC(CC1)C1=CC=C2N1C=C(N=C2)C